C(CCC)C1=C(C(=O)O)C(=CC(=C1)O)O 2-butyl-4,6-dihydroxybenzoic acid